N-[[2-(5-bicyclo[2.2.1]hept-2-enylmethyl)-3,3a,4,5,6,6a-hexahydro-1H-cyclopenta[c]pyrrol-4-yl]methyl]-6-(2,4-dimethylpyrazol-3-yl)pyridazin-3-amine C12C=CC(C(C1)CN1CC3C(C1)C(CC3)CNC=3N=NC(=CC3)C=3N(N=CC3C)C)C2